BrC1=[N+](C=C(C=C1)F)[O-] 2-Bromo-5-fluoro-1-oxido-pyridin-1-ium